C1(=CC=CC=C1)C1=C(O[Ti])C(=CC=C1)C1=CC=CC=C1 2,6-diphenylphenoxytitanium